N-(1-(piperidin-4-yl)ethyl)benzenesulfonamide N1CCC(CC1)C(C)NS(=O)(=O)C1=CC=CC=C1